C1CCC2=C(C=3CCCC3C=C12)NC(=O)NS(=O)(=O)/C=C/[C@@H]1N(CCC1)C(=O)N (R,E)-2-(2-(N-((1,2,3,5,6,7-Hexahydro-s-indacen-4-yl)carbamoyl)sulfamoyl)vinyl)pyrrolidin-1-carboxamid